acryloxypropylphenyl-dimethoxysilane methyl-2-bromo-4-(4-[[2-(4-chlorophenyl)-4,4-dimethylcyclohex-1-en-1-yl]methyl]piperazin-1-yl)benzoate COC(C1=C(C=C(C=C1)N1CCN(CC1)CC1=C(CC(CC1)(C)C)C1=CC=C(C=C1)Cl)Br)=O.C(C=C)(=O)OCCC[Si](OC)(OC)C1=CC=CC=C1